C=CC1=C2C=CC=CC2=C(C2=CC=CC=C12)C methylenebis-methylanthracene